(5S)-2-(cyclopropanecarbonylamino)-N-(cyclopropylmethyl)-5-[3-[[(3R*)-5-oxopyrrolidin-3-yl]amino]-1,2,4-triazol-4-yl]-4,5,6,7-tetrahydrobenzothiophene-3-carboxamide C1(CC1)C(=O)NC=1SC2=C(C1C(=O)NCC1CC1)C[C@H](CC2)N2C(=NN=C2)N[C@H]2CNC(C2)=O |o1:28|